C(C)(=O)OC(C(=O)NC1=CC(=C(C=C1)B1OC(C(O1)(C)C)(C)C)C)C1=CC(=CC(=C1)C(F)(F)F)F 1-(3-fluoro-5-(trifluoromethyl) phenyl)-2-((3-methyl-4-(4,4,5,5-tetramethyl-1,3,2-dioxaborolan-2-yl)phenyl)amino)-2-oxoethyl acetate